C([C@@H](O)C)#N L-lactonitrile